O=C([C@H](O)[C@@H](O)[C@H](O)CO)[O-].[Li+] lithium xylonate